C1(CC1)[C@H]1N(CCCNC1)S(=O)(=O)C1=C2C=CN=CC2=CC=C1 (R)-5-((2-cyclopropyl-1,4-diazepan-1-yl)sulfonyl)isoquinoline